BrC1=C2C(=C3C(=NC(=NC3=C1)OC[C@H]1N(C[C@@H](C1)F)C)N1C[C@@H](N(CC1)C(=O)OC(C)(C)C)CC#N)OCCC2 tert-butyl (S)-4-(5-bromo-8-(((2S,4R)-4-fluoro-1-methylpyrrolidin-2-yl)methoxy)-3,4-dihydro-2H-pyrano[2,3-f]quinazolin-10-yl)-2-(cyanomethyl)piperazine-1-carboxylate